1-(2-fluorobenzyl)-N3-methyl-N5-((1S,2S)-2-methylcyclopropyl)-2-oxo-1,2-dihydropyridine-3,5-dicarboxamide FC1=C(CN2C(C(=CC(=C2)C(=O)N[C@@H]2[C@H](C2)C)C(=O)NC)=O)C=CC=C1